bis(4-(2,7-dibromo-9H-carbazol-9-yl)phenyl)methanone BrC1=CC=2N(C3=CC(=CC=C3C2C=C1)Br)C1=CC=C(C=C1)C(=O)C1=CC=C(C=C1)N1C2=CC(=CC=C2C=2C=CC(=CC12)Br)Br